(2R,5S)-benzyl 5-(1-bromo-8-chloroimidazo[1,5-a]pyrazin-3-yl)-2-(((tert-butyldiphenylsilyl)oxy)methyl)-5-methylpiperidine-1-carboxylate BrC=1N=C(N2C1C(=NC=C2)Cl)[C@]2(CC[C@@H](N(C2)C(=O)OCC2=CC=CC=C2)CO[Si](C2=CC=CC=C2)(C2=CC=CC=C2)C(C)(C)C)C